P(O)(N)OC(C)O ethane-Diol phosphoramidite